rac-tert-butyl trans-3,4-dihydroxy-4-methylpiperidine-1-carboxylate O[C@@H]1CN(CC[C@@]1(C)O)C(=O)OC(C)(C)C |r|